C(C)OC([C@@H]([C@H](\C=C\C1=C(C=CC=C1F)F)O)O)=O (2R,3S,E)-5-(2,6-difluorophenyl)-2,3-dihydroxypent-4-enoic acid ethyl ester